2-acetamido-N-[(1S,2S)-2-[(4-fluorophenoxy)methyl]cyclopentyl]-5-(triazol-2-yl)pyridine-4-carboxamide C(C)(=O)NC1=NC=C(C(=C1)C(=O)N[C@@H]1[C@H](CCC1)COC1=CC=C(C=C1)F)N1N=CC=N1